FC(OC1=CC=C(C=C1)NN=C(C#N)C#N)(F)F carbonyl cyanide p-[trifluoromethoxy]-phenylhydrazone